[1-[3-[[5-(1-methyl-4-piperidyl)furan-2-carbonyl]amino]-5-(trifluoromethyl)-2-pyridyl]-4-piperidyl] acetate C(C)(=O)OC1CCN(CC1)C1=NC=C(C=C1NC(=O)C=1OC(=CC1)C1CCN(CC1)C)C(F)(F)F